4-(2-methylbutan-2-yl)cyclohexan-1-one CC(C)(CC)C1CCC(CC1)=O